CC=1C=NN2C1C1(OCC2)CCNCC1 3'-methyl-6',7'-dihydrospiro[piperidine-4,4'-pyrazolo[5,1-c][1,4]oxazine]